(2R)-2-methylthiomorpholine C[C@@H]1CNCCS1